CC(=O)NCCCC[NH3+] The molecule is an ammonium ion that is the conjugate acid of N-acetylputrescine; major species at pH 7.3. It has a role as a human metabolite and a Saccharomyces cerevisiae metabolite. It is an ammonium ion derivative and an organic cation. It is a conjugate acid of a N-acetylputrescine.